(R)-5-chloro-6-(4-(4-(dimethylamino)but-1-yn-1-yl)-2,6-difluorophenyl)-N-(3,3-dimethylbut-2-yl)-[1,2,4]Triazolo[1,5-a]Pyrimidin-7-amine ClC1=NC=2N(C(=C1C1=C(C=C(C=C1F)C#CCCN(C)C)F)N[C@H](C)C(C)(C)C)N=CN2